FC1=C(N=CC2=C1N=C(N=C2N2CCCCC2)OC[C@]21CCCN1C[C@@H](C2)F)C2=CC(=CC1=CC=CC(=C21)C)O 4-[8-fluoro-2-{[(2R,7aS)-2-fluorotetrahydro-1H-pyrrolizin-7a(5H)-yl]methoxy}-4-(piperidin-1-yl)pyrido[4,3-d]pyrimidin-7-yl]-5-methylnaphthalen-2-ol